1-(3-methyl-4-phenoxyphenyl)-3-(1-phenyl-1H-pyrazol-4-yl)urea CC=1C=C(C=CC1OC1=CC=CC=C1)NC(=O)NC=1C=NN(C1)C1=CC=CC=C1